FC1=C(C=C(C=C1)CN1C=NC2=CC=C(C=C2C1=O)C=1C=NNC1)OC 3-[(4-Fluoro-3-methoxy-phenyl)methyl]-6-(1H-pyrazol-4-yl)quinazolin-4-one